6-(tert-butoxycarbonyl)-2-methyl-4,5,6,7-tetrahydrothieno[2,3-c]pyridine-3-carboxylic acid C(C)(C)(C)OC(=O)N1CC2=C(CC1)C(=C(S2)C)C(=O)O